tert-butyl 4-{2-[(1S)-4-(tert-butoxy)-1-carbamoyl-4-oxobutyl]-1-oxo-3H-isoindol-5-yl}piperazine-1-carboxylate C(C)(C)(C)OC(CC[C@@H](C(N)=O)N1C(C2=CC=C(C=C2C1)N1CCN(CC1)C(=O)OC(C)(C)C)=O)=O